p-cyanobiphenol propylcyclohexyl-formate C(CC)C1(CCCCC1)C(=O)O.C(#N)C=1C=C(C(=CC1)O)C=1C(=CC=CC1)O